CNC1CN2C(OC1)=C(C=N2)S(=O)(N)=NC(NC2=C1C(=CC=3CCCC23)CC1)=O 6-(methylamino)-N'-((2,4,5,6-tetrahydro-1H-cyclobuta[f]inden-3-yl)carbamoyl)-6,7-dihydro-5H-pyrazolo[5,1-b][1,3]oxazine-3-sulfonimidamide